C1(=CC=CC=C1)[C@H]1[C@@H](CN(C1)C(=O)OC(C)(C)C)C(NC=1C=C(C=CC1)C1=CC=CC=C1)=O |r| tert-Butyl (±)-trans-4-phenyl-3-[(biphenyl-3-yl)carbamoyl]pyrrolidine-1-carboxylate